CCCCCCCCC(CCCCCCCC)OC(CCCCCCCN(CCCCCCCC(=O)OCCCCCCCCC)CCO)=O Heptadecan-9-yl-8-((2-hydroxy-ethyl)(8-(nonyloxy)-8-oxooctyl)amino)octanoate